2-Chloro-2-iodo-3-(methoxymethyl)phenoxylmethoxylethyl-trimethyl-silane ClC1(C(OCOCC[Si](C)(C)C)C=CC=C1COC)I